1-(4-(3-(4-fluorophenyl)-1,2,4-oxadiazol-5-yl)piperidin-1-yl)-2-(3-methyl-1,2,4-oxadiazol-5-yl)ethan-1-one FC1=CC=C(C=C1)C1=NOC(=N1)C1CCN(CC1)C(CC1=NC(=NO1)C)=O